N(N)C(CCOCCOCNC(CCN1C(C=CC1=O)=O)=O)=O 1-[3-({[2-(3-Hydrazino-3-oxopropoxy)ethoxy]methyl}amino)-3-oxopropyl]-1H-pyrrole-2,5-dione